trans-3-((Cyclopropylmethyl)amino)-5-(4-hydroxycyclohexyl)-8-(4-methylpiperazin-1-yl)pyrimido[4,5-c]isoquinolin-6(5H)-one C1(CC1)CNC=1N=CC2=C(N(C(C=3C=C(C=CC23)N2CCN(CC2)C)=O)[C@@H]2CC[C@H](CC2)O)N1